N-((5-bromopyridin-2-yl)methyl)-4-(2-(4-(trifluoromethyl)phenyl)-2H-pyrazolo[3,4-d]pyrimidin-4-yl)piperazine-2-carboxamide BrC=1C=CC(=NC1)CNC(=O)C1NCCN(C1)C=1C=2C(N=CN1)=NN(C2)C2=CC=C(C=C2)C(F)(F)F